2'-ethoxy-5-((2-(4-fluoro-2-(trifluoromethyl)phenyl)-2-azaspiro[3.3]heptan-6-yl)oxy)-[2,3'-bipyridine]-6-carbonitrile C(C)OC1=NC=CC=C1C1=NC(=C(C=C1)OC1CC2(CN(C2)C2=C(C=C(C=C2)F)C(F)(F)F)C1)C#N